NC(C(C)(C)N1CCN(CC1)C1=CC2=C(CC(O2)(C)C)C=C1NC(=O)C=1C=NN2C1N=CC=C2)=O N-(6-(4-(1-Amino-2-methyl-1-oxopropan-2-yl)piperazin-1-yl)-2,2-dimethyl-2,3-dihydrobenzo-furan-5-yl)pyrazolo[1,5-a]pyrimidine-3-carboxamide